6-((4-Bromo-2-fluorophenyl)amino)-7-fluoro-N-(2-(vinyloxy)ethoxy)benzofuran-5-carboxamide BrC1=CC(=C(C=C1)NC1=C(C2=C(C=CO2)C=C1C(=O)NOCCOC=C)F)F